ClC1=C(C(=CC=2N(C(=NC21)C)C)C(F)(F)F)C2=CC=CN1C(=CC=C21)C(=O)C2=CC(=C(C(=C2)F)NC(\C=C\CN2[C@@H](CCC2)CO)=O)F (S,E)-N-(4-(8-(4-chloro-1,2-dimethyl-6-(trifluoromethyl)-1H-benzo[d]imidazol-5-yl)indolizine-3-carbonyl)-2,6-difluorophenyl)-4-(2-(hydroxymethyl)pyrrolidin-1-yl)but-2-enamide